CC1CSCC1 tetrahydro-3-methyl-thiophen